1-(4'-chlorobiphenyl-4-yl)ethanone ClC1=CC=C(C=C1)C1=CC=C(C=C1)C(C)=O